S-propyl 5,7-dimethoxy-2-oxo-2H-chromene-3-carbothioate COC1=C2C=C(C(OC2=CC(=C1)OC)=O)C(SCCC)=O